(S)-N-((R)-1-(6-((N,N-dimethylsulfamoyl)amino)-5-fluoropyridin-3-yl)-3-(4-hydroxypiperidin-1-yl)propyl)-4,7-difluoro-7-isopropyl-5,6,7,8-tetrahydroacridine-2-carboxamide CN(S(=O)(=O)NC1=C(C=C(C=N1)[C@@H](CCN1CCC(CC1)O)NC(=O)C1=CC2=CC=3C[C@@](CCC3N=C2C(=C1)F)(C(C)C)F)F)C